2,4-dihydroxymethyl-6-methylphenol OCC1=C(C(=CC(=C1)CO)C)O